tert-butyl ((trans)-2-(2-bromothiazol-5-yl)cyclopropyl)(4-((tert-butoxycarbonyl)amino)cyclohexyl)carbamate BrC=1SC(=CN1)[C@H]1[C@@H](C1)N(C(OC(C)(C)C)=O)C1CCC(CC1)NC(=O)OC(C)(C)C